1-phenyl-4-(4-fluorophenyl)-3-butyn-2-one C1(=CC=CC=C1)CC(C#CC1=CC=C(C=C1)F)=O